3-methoxy-N1-(pyridin-4-yl)benzene-1,4-diamine COC=1C=C(C=CC1N)NC1=CC=NC=C1